The molecule is a 2-hydroxy fatty acid that is tricosanoic acid substituted by a hydroxy group at position 2. It has a role as a marine metabolite and an animal metabolite. It derives from a tricosanoic acid. It is a conjugate acid of a 2-hydroxytricosanoate. CCCCCCCCCCCCCCCCCCCCCC(C(=O)O)O